(1s,4s)-4-(2-(cyclobutylamino)-8-(2,4-dichloro-6-fluorophenylamino)-9H-purin-9-yl)-1-methylcyclohexanecarboxamide C1(CCC1)NC1=NC=C2N=C(N(C2=N1)C1CCC(CC1)(C(=O)N)C)NC1=C(C=C(C=C1F)Cl)Cl